C(C1=CC=CC=C1)OC1=CC=CC(=N1)C1(CCNCC1)O 4-(6-(benzyloxy)pyridin-2-yl)piperidin-4-ol